5-(3-(5-(((tert-butyldimethylsilyl)oxy)methyl)oxazol-2-yl)cyclopentyl)-1H-pyrazol-3-amine [Si](C)(C)(C(C)(C)C)OCC1=CN=C(O1)C1CC(CC1)C1=CC(=NN1)N